methyl 2-((2-(1-((tert-butoxycarbonyl) (2-(6-methoxy-3-nitropyridin-2-yl) ethyl)-amino) ethyl)-4-fluorophenyl) amino)-5-(trifluoromethyl)-benzoate C(C)(C)(C)OC(=O)N(C(C)C1=C(C=CC(=C1)F)NC1=C(C(=O)OC)C=C(C=C1)C(F)(F)F)CCC1=NC(=CC=C1[N+](=O)[O-])OC